4-(7-Hydroxy-2-isopropyl-4-oxo-4H-quinazolin-3-yl)-benzonitrile OC1=CC=C2C(N(C(=NC2=C1)C(C)C)C1=CC=C(C#N)C=C1)=O